BrC1=CC=2N=C(NC(C2S1)=O)[C@@H]1N(CCC1)C(=O)OC(C)(C)C tert-butyl (2R)-2-(6-bromo-4-oxo-3,4-dihydrothieno[3,2-d]pyrimidin-2-yl)pyrrolidine-1-carboxylate